1-[6-(2,4-dimethoxypyrimidin-5-yl)imidazo[1,2-b]pyridazin-8-yl]-4,4-difluoro-pyrrolidin-3-ol COC1=NC=C(C(=N1)OC)C=1C=C(C=2N(N1)C=CN2)N2CC(C(C2)(F)F)O